1-oxyl-2,2,6,6-tetramethyl-4-piperidinol ON1C(CC(CC1(C)C)O)(C)C